O1CCN(CC1)C=1C2=C(N=C(N1)N/N=C/C=1C=C(C=CC1)C)C=C(O2)C(=O)N2CCCCC2 [4-morpholino-2-[(2E)-2-(m-tolylmethylene)hydrazino]furo[3,2-d]pyrimidin-6-yl]-(1-piperidyl)methanone